FC1=C(C(=CC(=C1F)F)F)C1=CC(=C(C=C1F)O)CC(=O)N (2',3',4',6,6'-pentafluoro-4-hydroxy-[1,1'-biphenyl]-3-yl)acetamide